6-[7-[[2-(4-Fluorophenyl)cyclopropyl]amino]-5-[(3,3,3-trifluoropropyl)thio]-3H-1,2,3-triazolo[4,5-d]pyrimidin-3-yl]-tetrahydro-2,2-dimethyl-4H-cyclopenta-1,3-dioxole-4-methanol FC1=CC=C(C=C1)C1C(C1)NC=1C2=C(N=C(N1)SCCC(F)(F)F)N(N=N2)C2CC(C1C2OC(O1)(C)C)CO